4-(Octadecylcarbamoyl)benzoic acid C(CCCCCCCCCCCCCCCCC)NC(=O)C1=CC=C(C(=O)O)C=C1